{5-[(3R)-2,6-dioxopiperidin-3-yl]-3-fluoropyridin-2-yl}piperidine-4-carbaldehyde O=C1NC(CC[C@@H]1C=1C=C(C(=NC1)N1CCC(CC1)C=O)F)=O